P(=O)(O)([O-])[O-].[Al+3].[Ca+2] calcium aluminum hydrogen phosphate